C(C)OCCOC(C1=CC=CC=C1)=O 2-Ethoxyethylbenzoat